[2-Fluoro-5-(7-morpholin-4-yl-quinazolin-4-yl)-phenyl]furo[3,2-d]-pyrimidin-4-yl-methanol FC1=C(C=C(C=C1)C1=NC=NC2=CC(=CC=C12)N1CCOCC1)C(O)C=1C2=C(N=CN1)C=CO2